4-methyl-2H-[1,3'-bipyridyl]-2-one CC1=CC(N(C=C1)C=1C=NC=CC1)=O